5-methoxy-4-[[2-(4-methoxycarbonylphenyl)-4-(oxetan-3-yloxy)-1-piperidinyl]methyl]-7-methyl-indole-1-carboxylic acid tert-butyl ester C(C)(C)(C)OC(=O)N1C=CC2=C(C(=CC(=C12)C)OC)CN1C(CC(CC1)OC1COC1)C1=CC=C(C=C1)C(=O)OC